tert-butyl 5-(hydroxymethyl)-2-methylpiperidine-1-carboxylate OCC1CCC(N(C1)C(=O)OC(C)(C)C)C